CN1N=C(C=2C1=NC(=NC2)NC2=CC=NN2C)NC=2C=NC=C(C(=O)O)C2 5-((1-methyl-6-((1-methyl-1H-pyrazol-5-yl)amino)-1H-pyrazolo[3,4-d]pyrimidin-3-yl)amino)nicotinic acid